ClP(=O)(CCCCP(=O)(Cl)Cl)Cl 1,4-bis(dichlorophosphinyl)butane